NCC#CC=1C=C2C(=NN(C2=CC1)C)C1C(N(C(CC1)=O)CO)=O 3-(5-(3-Aminoprop-1-yn-1-yl)-1-methyl-1H-indazol-3-yl)-1-(hydroxymethyl)piperidine-2,6-dione